C(C)(=O)C1=CC=2N(C3=CC=CC=C3C2C=C1)CC 2-acetyl-9-ethylcarbazole